N[C@@H](CC1=CNC=N1)C(=O)O L(-)-histidine